C(C)N1C(NCCOCCCOC=2C=3N(C=C(C=4C=CC=C([C@H]1C)C4)N2)C=CN3)=O (12R)-13-ethyl-12-methyl-12,13,16,17,20,21-hexahydro-19H-6,23-(azeno)-11,7-(metheno)imidazo[1,2-o][1,18,4,6,15]dioxatriazacyclohenicosin-14(15H)-one